O.[Ca].[Mn] manganese-calcium-hydrate